BrC=1C(=NN(C1)C)C1=CC=C(C=C1)Cl 4-bromo-3-(4-chlorophenyl)-1-methyl-1H-pyrazole